1-(6-Bromopyrazin-2-yl)ethane-1,2-diol BrC1=CN=CC(=N1)C(CO)O